C(CCCCCCCCCCC)(=O)OCCCCCN1[C@@H](CC(C1)O)C(=O)OCCCCCCCC(=O)OC(CCCCCCCC)CCCCCCCC [8-(1-octylnonoxy)-8-oxo-octyl] (2S)-1-(5-dodecanoyloxypentyl)-4-hydroxy-pyrrolidine-2-carboxylate